4-Hydroxy-1,6,6-trimethyl-2-oxo-N-phenyl-7,8-dihydro-5H-quinoline-3-carboxamide Ethyl-4-hydroxy-1,3,6,6-tetramethyl-2-oxo-7,8-dihydro-5H-quinoline-3-carboxylate C(C)OC(=O)C1(C(N(C=2CCC(CC2C1O)(C)C)C)=O)C.OC1=C(C(N(C=2CCC(CC12)(C)C)C)=O)C(=O)NC1=CC=CC=C1